4-((benzyloxy)methyl)piperidine hydrochloride Cl.C(C1=CC=CC=C1)OCC1CCNCC1